4-cyano-N-(6-(3-cyanophenyl)pyrimidin-4-yl)morpholine-2-carboxamide C(#N)N1CC(OCC1)C(=O)NC1=NC=NC(=C1)C1=CC(=CC=C1)C#N